N-[(2S,3R)-1-(bicyclo[1.1.1]pentane-1-carbonyl)-4,4-difluoro-2-{[2-fluoro-3-(6-methoxypyridin-2-yl)phenyl]methyl}-pyrrolidin-3-yl]methanesulfonamide C12(CC(C1)C2)C(=O)N2[C@H]([C@H](C(C2)(F)F)NS(=O)(=O)C)CC2=C(C(=CC=C2)C2=NC(=CC=C2)OC)F